quinoline-5-sulfonylchloride HCl Cl.N1=CC=CC=2C(=CC=CC12)S(=O)(=O)Cl